BrCCCC1=C2C(C(=O)NC2=O)=CC=C1 (3-Bromopropyl)phthalimide